ethyl 4-(4-cyclopropyl-1H-imidazol-1-yl)-3-methylbenzofuran-2-carboxylate C1(CC1)C=1N=CN(C1)C1=CC=CC2=C1C(=C(O2)C(=O)OCC)C